N-(2-((1R,5S,6s)-6-((4-amino-5-(3-methoxy-4-(6-methylpyridin-2-yloxy)phenyl)-7-methyl-7H-pyrrolo[2,3-d]pyrimidin-6-yl)ethynyl)-3-aza-bicyclo[3.1.0]hexan-3-yl)-2-oxoethyl)acrylamide NC=1C2=C(N=CN1)N(C(=C2C2=CC(=C(C=C2)OC2=NC(=CC=C2)C)OC)C#CC2[C@@H]1CN(C[C@H]21)C(CNC(C=C)=O)=O)C